N-(2-ethyl)phenyl-N'-(3-(1-(3-pentyl)-1,2,3,4-tetrahydropyridin-4-yl)-1H-indol-5-yl)urea CCN(C(=O)NC=1C=C2C(=CNC2=CC1)C1CCN(C=C1)C(CC)CC)C1=CC=CC=C1